Br\C=C/1\[C@H]2[C@@H]([C@@H]([C@@H]1CC2)NC(C2=C(C=CC(=C2)C2C(CCCC2)O)OC)=O)C(=O)NC2=CC(=C(C=C2)F)C(F)(F)F (1R,2S,3R,4R,Z)-7-(bromomethylene)-N-(4-fluoro-3-(trifluoromethyl)phenyl)-3-(5-(2-hydroxycyclohexyl)-2-methoxybenzamido)bicyclo[2.2.1]heptane-2-carboxamide